(2S)-3-[2-chloro-5-(1-isopropyl-6-oxo-3-pyridyl)phenyl]-2-[(2-cyclopropylacetyl)amino]-N-[4-(4-methyl-1,2,4-triazol-3-yl)phenyl]propanamide ClC1=C(C=C(C=C1)C1=CN(C(C=C1)=O)C(C)C)C[C@@H](C(=O)NC1=CC=C(C=C1)C1=NN=CN1C)NC(CC1CC1)=O